N'-(tert-butyldimethylsilyl)-4-(2-hydroxypropan-2-yl)thiazole-2-sulfonimidamide [Si](C)(C)(C(C)(C)C)N=S(=O)(N)C=1SC=C(N1)C(C)(C)O